(3-ethyl-1-(tetrahydro-2H-pyran-2-yl)-1H-pyrazolo[4,3-c]pyridin-6-yl)acetamide C(C)C1=NN(C2=C1C=NC(=C2)CC(=O)N)C2OCCCC2